2-(1-(1-cyanomethyl)-1H-pyrazol-4-yl)-1H-pyrrole C(#N)CN1N=CC(=C1)C=1NC=CC1